C1(=CC=CC=C1)S(=O)(=O)CCN 2-(phenylsulfonyl)ethan-1-amine